(1r,4r)-4-(3-Chloroanilino)-2'-(prop-2-en-1-yl)spiro[cyclohexane-1,1'-indene]-4-carboxylic acid methyl ester COC(=O)C1(CCC2(C(=CC3=CC=CC=C23)CC=C)CC1)NC1=CC(=CC=C1)Cl